7-(fluoro((((S)-1-oxo-1-propoxypropan-2-yl)amino)(phenoxy)phosphoryl)methyl)-2-naphthoic Acid FC(C1=CC=C2C=CC(=CC2=C1)C(=O)O)P(=O)(OC1=CC=CC=C1)N[C@H](C(OCCC)=O)C